Cl.Cl.NCCOC([C@@H](N)CCCCN)=O lysine β-aminoethyl ester dihydrochloride